di(bromophenyl)propane ethyl-2-methyl-8-[4-(trifluoromethoxy)phenyl]-2H,8H-pyrazolo[3,4-b]indole-5-carboxylate C(C)OC(=O)C=1C=C2C=3C(N(C2=CC1)C1=CC=C(C=C1)OC(F)(F)F)=NN(C3)C.BrC3=C(C=CC=C3)C(C)(C)C3=C(C=CC=C3)Br